C1(=CC=CC=C1)C(=C)C1=CC(=CC(=C1)C(=C)C1=CC=CC=C1)C(=C)C1=CC=CC=C1 1,3,5-tris(1-phenylethenyl)benzene